carbon zinc copper aluminum [Al].[Cu].[Zn].[C]